C1(=CC=CC=C1)C1=CC2=CC(=CC=C2C=C1)C1=CC=C(C=C1)NC1=CC=C(C=C1)C1=CC=CC=C1 N-{4-(2-phenylnaphthalen-7-yl)phenyl}-[1,1'-biphenyl]-4-amine